C(C)N(C(O[C@@H]1C2(CCC(C1)(CC2)NC(COC2=CC(=C(C=C2)Cl)F)=O)NC(COC2=CC(=C(C=C2)Cl)F)=O)=O)CC (2S)-1,4-bis[2-(4-chloro-3-fluorophenoxy)acetamido]bicyclo[2.2.2]octan-2-yl Diethylcarbamate